trans-1-((4-((S)-3-(3,5-difluorophenyl)isoxazolidine-2-carbonyl)cyclohexyl)methyl)-4-fluoro-1H-benzo[d]imidazole-6-carbonitrile FC=1C=C(C=C(C1)F)[C@H]1N(OCC1)C(=O)[C@@H]1CC[C@H](CC1)CN1C=NC2=C1C=C(C=C2F)C#N